ClC1=C2C(=CNC2=C(C=C1)NS(=O)(=O)C=1C=NN(C1)CCCO)C#N N-(4-Chloro-3-cyano-1H-indol-7-yl)-1-(3-hydroxypropyl)pyrazol-4-sulfonamid